C(\C=C\C(=O)O)(=O)O.N[C@H](C=1NC(C2=C(N1)C=C(S2)C2=C(C=NC=C2)F)=O)C2CC2 (S)-2-(amino(cyclopropyl)methyl)-6-(3-fluoropyridin-4-yl)thieno[3,2-d]pyrimidin-4(3H)-one fumarate